bromo-propylene-diammonium Br[NH2+]C(C[NH3+])C